OC=1C(C=C(C(C1)=O)OC)=O 2-hydroxy-5-methoxy-1,4-benzoquinone